Trans-N-(4-((4-(2-(2-oxa-6-azaspiro[3.3]heptan-6-yl)pyridin-4-yl)phenyl)sulfonyl)cyclohexyl)-5-(trifluoromethyl)pyridin-2-amine C1OCC12CN(C2)C2=NC=CC(=C2)C2=CC=C(C=C2)S(=O)(=O)[C@@H]2CC[C@H](CC2)NC2=NC=C(C=C2)C(F)(F)F